1-(3-fluoro-5-(trifluoromethyl)pyridin-2-yl)ethan-1-amine hydrochloride Cl.FC=1C(=NC=C(C1)C(F)(F)F)C(C)N